dimethylsilyl-(3,6-dimethoxyfluorenyl)-t-butylamino-dimethyl-zirconium C[SiH](C)C[Zr](C)(NC(C)(C)C)C1=CC(=CC=2C3=CC(=CC=C3CC12)OC)OC